Cl.ClC=1C=C(C=CC1F)C(C(F)(F)F)N 1-(3-chloro-4-fluorophenyl)-2,2,2-trifluoroethan-1-amine hydrochloride